C(C)N1C(=NC2=C(C=C(C=C2C1=O)C)[C@@H](C)NC1=C(C(=O)O)C=CC=C1)N1CC2=CC=CC=C2C1 (R)-2-((1-(3-ethyl-2-(isoindolin-2-yl)-6-methyl-4-oxo-3,4-dihydroquinazolin-8-yl)ethyl)amino)benzoic acid